bipyridyl tetranitrogen [N].[N].[N].[N].N1=C(C=CC=C1)C1=NC=CC=C1